2,4-dichloro-6-(difluoromethyl)pyrimidine ClC1=NC(=CC(=N1)Cl)C(F)F